C(#N)C=1C=NN2C1C(=CC(=C2)C=2C=NN(C2)CCC#N)/C=C/C2=CC=C(C=C2)NC(C=C)=O (E)-N-(4-(2-(3-cyano-6-(1-(2-cyanoethyl)-1H-pyrazol-4-yl)pyrazolo[1,5-a]pyridin-4-yl)vinyl)phenyl)acrylamide